ClC=1C(=NC(=NC1)NC1=C(C=C(C=C1)C(=O)N1CCOCC1)OC)C=1C=NC=CC1 (4-((5-chloro-4-(pyridin-3-yl)pyrimidin-2-yl)amino)-3-methoxyphenyl)(morpholino)methanone